C(C)(C)(C)OC(NCC=1C=NN(C1)[C@@H]1CN(CC1)C1=CC=C(C=C1)F)=O (S)-((1-(1-(4-fluorophenyl)pyrrolidin-3-yl)-1H-pyrazol-4-yl)methyl)carbamic acid tert-butyl ester